((2-methoxy-3-(1-methyl-1H-1,2,4-triazol-3-yl)phenyl)amino)-6-(N'-methoxycyclopropanecarboxamido)-N-(methyl-d3)pyridazine-3-carboxamide COC1=C(C=CC=C1C1=NN(C=N1)C)NC1=C(N=NC(=C1)N(C(=O)C1CC1)OC)C(=O)NC([2H])([2H])[2H]